4-((4-((5-cyclopropyl-1H-pyrazol-3-yl)amino)quinazolin-2-yl)amino)-N-(2,4-difluorobenzyl)benzamide C1(CC1)C1=CC(=NN1)NC1=NC(=NC2=CC=CC=C12)NC1=CC=C(C(=O)NCC2=C(C=C(C=C2)F)F)C=C1